(1R,3S,5R)-2-(2-(3-acetyl-5-(2-methylpyrimidin-5-yl)-1H-indol-1-yl)acetyl)-N-(6-bromo-5-fluoro-3-methylpyridin-2-yl)-5-methyl-2-azabicyclo[3.1.0]hexane-3-carboxamide C(C)(=O)C1=CN(C2=CC=C(C=C12)C=1C=NC(=NC1)C)CC(=O)N1[C@@H]2C[C@@]2(C[C@H]1C(=O)NC1=NC(=C(C=C1C)F)Br)C